2-ethyl-2-butyl-1,3-Propylene glycol dibenzoate C(C1=CC=CC=C1)(=O)OCC(COC(C1=CC=CC=C1)=O)(CCCC)CC